5-((2-((S)-1-hydroxyethyl)-1H-imidazol-1-yl)methyl)-3-(4-((4-(morpholinylmethyl)phenyl)ethynyl)phenyl)oxazolidin-2-one O[C@@H](C)C=1N(C=CN1)CC1CN(C(O1)=O)C1=CC=C(C=C1)C#CC1=CC=C(C=C1)CN1CCOCC1